ClC1=NC=C2N=C(N(C2=N1)C1CCC(CC1)(F)F)N 2-chloro-9-(4,4-difluorocyclohexyl)-9H-purin-8-amine